S(=O)(=O)(O)N[C@@H]([C@H](O)C)C(=O)O sulphothreonine